2-[6-[4-(4-tert-butoxycarbonylpiperazin-1-yl)phenyl]-4-fluoro-1-oxo-isoindolin-2-yl]-2-(6,7-dihydro-5H-pyrrolo[1,2-c]imidazol-1-yl)acetic acid C(C)(C)(C)OC(=O)N1CCN(CC1)C1=CC=C(C=C1)C1=CC(=C2CN(C(C2=C1)=O)C(C(=O)O)C1=C2N(C=N1)CCC2)F